FC=1C=C(C=CC1)C1=NOC(=N1)C(CCOC)N 1-[3-(3-fluorophenyl)-1,2,4-oxadiazol-5-yl]-3-methoxy-propan-1-amine